17β-hydroxyandrostan-3-one O[C@@H]1[C@]2(C)[C@@H](CC1)[C@@H]1CCC3CC(CC[C@]3(C)[C@H]1CC2)=O